1-(3,4-diselenocyanobutyl)-4-methylbenzene [Se](C#N)C(CCC1=CC=C(C=C1)C)C[Se]C#N